(R,E)-N-((1,2,3,5,6,7-Hexahydro-s-indacen-4-yl)carbamoyl)-2-(1-isopropylpyrrolidin-2-yl)ethen-1-sulfonamid C1CCC2=C(C=3CCCC3C=C12)NC(=O)NS(=O)(=O)\C=C\[C@@H]1N(CCC1)C(C)C